N-((5-fluoroquinoxalin-6-yl)methyl)-4-(piperazin-1-yl)pyridin-3-amine FC1=C2N=CC=NC2=CC=C1CNC=1C=NC=CC1N1CCNCC1